CC1=CC=C(C=C1)CNS(=O)(=O)C N-(4-methylbenzyl)methanesulfonamide